tert-Butyl ((phenylsulfonyl)methyl)carbamate C1(=CC=CC=C1)S(=O)(=O)CNC(OC(C)(C)C)=O